C(#N)C=1C(=NN2C1NC1=C(CC2)C=C(C=C1)N1CCN(CC1)C(=O)OCC1=CC=CC=C1)C1=C(C=C(C(=C1)C)CNC(C1=C(C=CC=C1)OC)=O)F benzyl 4-(3-cyano-2-(2-fluoro-4-((2-methoxybenzamido)methyl)-5-methylphenyl)-9,10-dihydro-4H-benzo[d]pyrazolo[1,5-a][1,3]diazepin-7-yl)piperazine-1-carboxylate